CC1=C(C=NO1)C(=O)NC1=CC2=C(NC(=N2)C2=CC(=CC(=C2)C(F)(F)F)N2C(=NC=C2)C)C=C1 5-methyl-N-(2-(3-(2-methyl-1H-imidazol-1-yl)-5-(trifluoromethyl)phenyl)-1H-benz[d]imidazol-5-yl)isoxazole-4-carboxamide